racemic-cis-(3-hydroxy-1-(5-(trifluoromethyl)pyrimidin-2-yl)piperidin-4-yl)carbamic acid tert-butyl ester C(C)(C)(C)OC(N[C@@H]1[C@@H](CN(CC1)C1=NC=C(C=N1)C(F)(F)F)O)=O |r|